C(C)(C)(C)OC(=O)N1CC2(CCN(CC2)C)C2=CC=CC=C12 methyl-spiro[indoline-3,4'-piperidine]-1-carboxylic acid tert-butyl ester